6-(Butylamino)-4-((4-methoxybenzyl)oxy)pyrazolo[1,5-a]pyridine-3-carbonitrile C(CCC)NC=1C=C(C=2N(C1)N=CC2C#N)OCC2=CC=C(C=C2)OC